ClC1=CC(=C2C=NNC2=C1)C1(C[C@@H]2[C@@H](CN(C2)C(=O)NC2=CC=C(C=C2)Cl)C1)O (3aR,5r,6aS)-5-(6-chloro-1H-indazol-4-yl)-N-(4-chlorophenyl)-5-hydroxyhexahydrocyclopenta[c]pyrrole-2(1H)-carboxamide